C(C=C)(=O)NC(C(=O)O)(C(C)(C)C)C acrylamido-2-methyl-3,3-dimethylbutanoic acid